ClC=1C(=C(C=O)C=CC1)N1CCC(CC1)(C)C 3-chloro-2-(4,4-dimethyl-1-piperidyl)benzaldehyde